FC=1C=CC2=C(NC(=N2)C=2C(=NON2)N)C1F 4-(6,7-difluoro-1H-benzoimidazol-2-yl)-1,2,5-oxadiazol-3-amine